2-[(2-Ethyl-8-methyl-6-piperidin-4-yl-imidazo[1,2-a]pyridin-3-yl)-methyl-amino]-4-(4-fluoro-phenyl)-thiazole-5-carbonitrile C(C)C=1N=C2N(C=C(C=C2C)C2CCNCC2)C1N(C=1SC(=C(N1)C1=CC=C(C=C1)F)C#N)C